C(C)(C)(C)OC(=O)N1[C@H]([C@H](CCC1)NS(=O)(=O)C)CC=1C=C(C=CC1)C1=CC=CC=C1 Cis-2-(Biphenyl-3-ylmethyl)-3-((methylsulfonyl)amino)piperidine-1-carboxylic acid tert-butyl ester